(5-fluoro-benzofuran-2-yl)(phenyl)methanone palladium(II) [Pd+2].FC=1C=CC2=C(C=C(O2)C(=O)C2=CC=CC=C2)C1